CN(C1=CC2=C(N=C(S2)N)C=C1)C 6-dimethylamino-benzo[d]thiazol-2-amine